C(C)(=O)OP(=S)(O)O thiophosphono acetate